NC=1C(=CC(=C(C1)C=1C2=C(C(N(C1)C)=O)N(C=C2)S(=O)(=O)CC2=CC=CC=C2)OC2=C(C=C(C=C2)F)F)C 4-(5-amino-2-(2,4-difluorophenoxy)-4-methylphenyl)-6-methyl-1-toluenesulfonyl-1,6-dihydro-7H-pyrrolo[2,3-c]pyridin-7-one